O=C1C(=C(C=NN1)N1C(CC1)C(=O)N)C(F)(F)F (6-oxo-5-(trifluoromethyl)-1,6-dihydropyridazin-4-yl)azetidine-2-carboxamide